FC1(CNC1)CNC(=O)C=1C=NN2C1C=C(C=C2)C2=CNC1=NC=CC=C12 N-((3-fluoroazetidin-3-yl)methyl)-5-(1H-pyrrolo[2,3-b]pyridin-3-yl)pyrazolo[1,5-a]pyridine-3-carboxamide